[Br-].CO[Si](CCCOC1=C(C=C(C=C1)O)[P+](C(C)(C)C)(C(C)(C)C)C(C)(C)C)(OC)OC (2-[3-(trimethoxysilyl)propoxy]-5-hydroxyphenyl)tri(tert-butyl)phosphonium bromide